4-(4-(chloromethyl)benzyl)-2-(4-(diethylamino)phenyl)-7-phenylthieno[3,2-b]pyridin-5(4H)-one ClCC1=CC=C(CN2C3=C(C(=CC2=O)C2=CC=CC=C2)SC(=C3)C3=CC=C(C=C3)N(CC)CC)C=C1